2-trifluoromethyl-N-(4-(6-nitro-2-oxo-2H-chromen-3-ylamino)phenyl)benzamide FC(C1=C(C(=O)NC2=CC=C(C=C2)NC=2C(OC3=CC=C(C=C3C2)[N+](=O)[O-])=O)C=CC=C1)(F)F